NC1(CCOCC1)C(=O)NC1CCN(CC1)C1=NC(=C(C(=C1C#N)CC)C#N)SC(C(=O)N)C1=CC=CC=C1 4-amino-N-(1-(6-((2-amino-2-oxo-1-phenylethyl)sulfanyl)-3,5-dicyano-4-ethylpyridin-2-yl)piperidin-4-yl)tetrahydro-2H-pyran-4-carboxamide